6-(methylsulfonyl)-1,2,3,4-tetrahydronaphthalen-1-ol CS(=O)(=O)C=1C=C2CCCC(C2=CC1)O